(6-chloro-1-(2-(methylsulfonyl)ethyl)-1H-pyrrolo[2,3-B]pyridin-4-yl)methanol ClC1=CC(=C2C(=N1)N(C=C2)CCS(=O)(=O)C)CO